5-(6-(tert-butylamino)-4-(trifluoromethyl)pyridin-3-yl)-N-((1R,2R)-2-hydroxycyclobutyl)-4-((S)-2-methylpyrrolidine-1-carbonyl)thiazole-2-carboxamide C(C)(C)(C)NC1=CC(=C(C=N1)C1=C(N=C(S1)C(=O)N[C@H]1[C@@H](CC1)O)C(=O)N1[C@H](CCC1)C)C(F)(F)F